(3-benzamidophenyl)boronic acid C(C1=CC=CC=C1)(=O)NC=1C=C(C=CC1)B(O)O